5-hydroxy-3-methyl-2,3-dihydro-1H-inden-1-one OC=1C=C2C(CC(C2=CC1)=O)C